2,2'-Ethylenedioxydiethanol C(OCCO)COCCO